cyanotungsten tert-butyl-N-methyl-N-[1-[2-[methyl-[2-(4-methylphenoxy)ethyl]amino]-2-oxo-ethyl]pyrazol-4-yl]carbamate C(C)(C)(C)OC(N(C=1C=NN(C1)CC(=O)N(CCOC1=CC=C(C=C1)C)C)C)=O.C(#N)[W]